ClC1=C2C=C(N(C2=CC=C1Cl)C)C(=O)N[C@@]1(COCC1)C=1C=C(C=CC1)CC(=O)O |r| (±)-2-[3-[3-[(4,5-Dichloro-1-methyl-indole-2-carbonyl)amino]tetrahydrofuran-3-yl]phenyl]acetic acid